benzyl (azepan-4-ylmethyl)carbamate N1CCC(CCC1)CNC(OCC1=CC=CC=C1)=O